ClC=1N=CC=C2C1N(N=C2I)COCC[Si](C)(C)C 7-chloro-3-iodo-1-((2-(trimethylsilyl)ethoxy)methyl)-1H-pyrazolo[3,4-c]pyridine